6-cyclobutoxy-2-(1-methyl-2-oxabicyclo[2.1.1]hexan-4-yl)-2H-indazole-5-carboxylic acid C1(CCC1)OC=1C(=CC2=CN(N=C2C1)C12COC(C1)(C2)C)C(=O)O